N-(1-cyclopropyl-6-fluoro-2-(3,4,5-trimethoxytolyl)-5-benzimidazolyl)-5-(3-fluorophenyl)-1,3,4-thiadiazol-2-amine C1(CC1)N1C(=NC2=C1C=C(C(=C2)NC=2SC(=NN2)C2=CC(=CC=C2)F)F)C2=C(C=C(C(=C2OC)OC)OC)C